(4-tert-butylbenzoylamino)-5-methylbenzofuran-2-carboxylic acid C(C)(C)(C)C1=CC=C(C(=O)NC2=C(OC3=C2C=C(C=C3)C)C(=O)O)C=C1